N1C(=CC=2C=NC=CC21)C(=O)N2CCN(CC2)C(=O)C2=CC1=C(OC(O1)(F)F)C=C2 (4-(1H-pyrrolo[3,2-c]pyridine-2-carbonyl)piperazin-1-yl)(2,2-difluorobenzo[d][1,3]dioxol-5-yl)methanone